argininoglycyl-aspartic acid N([C@@H](CCCNC(N)=N)C(=O)O)NCC(=O)N[C@@H](CC(=O)O)C(=O)O